2,2'-(1,3-phenylene)bis-2-oxazoline C1(=CC(=CC=C1)C=1OCCN1)C=1OCCN1